O[C@H]1[C@H](CCCC1)NC(=O)C=1C(N(N=C(C1)C1=CC=C(C=C1)OC(F)(F)F)C=1C=NC=CC1)=O N-[(1S,2R)-2-Hydroxycyclohexyl]-3-oxo-2-(pyridin-3-yl)-6-[4-(trifluoromethoxy)phenyl]-2,3-dihydropyridazine-4-carboxamide